3-bromo-5-chloro-6-(dibromomethyl)pyrazolo[1,5-a]pyrimidine BrC=1C=NN2C1N=C(C(=C2)C(Br)Br)Cl